(P)-1-(4-Bromo-2-Methoxyphenyl)-N-(2,4-Dimethoxybenzyl)-N-(Oxazol-2-Yl)-2-Oxo-1,2-Dihydroquinoline-6-Sulfonamide BrC1=CC(=C(C=C1)N1C(C=CC2=CC(=CC=C12)S(=O)(=O)N(C=1OC=CN1)CC1=C(C=C(C=C1)OC)OC)=O)OC